NC=1C2=C(N=CN1)N(C(=C2C2=CC=C(C=C2)C(=O)N2CCCC2)C2=CC=C(C=C2)NC(C=C2CCC2)=O)C N-(4-(4-amino-7-methyl-5-(4-(pyrrolidine-1-carbonyl)phenyl)-7H-pyrrolo[2,3-d]pyrimidin-6-yl)phenyl)-2-cyclobutylidene-acetamide